(2R,4R)-tert-butyl 2-(5-((+)-3-cyclopropyl-1-((S)-1,1-dimethylethylsulfinamido)-1-(pyridin-2-yl)propyl)-2-fluorophenylcarbamoyl)-4-methoxypyrrolidine-1-carboxylate C1(CC1)CCC(C1=NC=CC=C1)(N[S@@](=O)C(C)(C)C)C=1C=CC(=C(C1)NC(=O)[C@@H]1N(C[C@@H](C1)OC)C(=O)OC(C)(C)C)F